2-oxo-3-(trifluoromethyl)pyridin O=C1NC=CC=C1C(F)(F)F